acryloyl-3-propylhexaMethyleneimine C(C=C)(=O)N1CC(CCCC1)CCC